5-fluoro-N,N-diisopropyl-2-((5-(2-(6-((2-methoxyethyl)amino)-2-methylhexan-3-yl)-2,6-diazaspiro[3.4]octan-6-yl)-1,2,4-triazin-6-yl)oxy)benzamide oxalate C(C(=O)O)(=O)O.FC=1C=CC(=C(C(=O)N(C(C)C)C(C)C)C1)OC1=C(N=CN=N1)N1CC2(CN(C2)C(C(C)C)CCCNCCOC)CC1